The molecule is a selenoamino acid that is the selenium analogue of methionine. It has a role as a plant metabolite. It is a member of selenomethionines and a selenoamino acid. C[Se]CCC(C(=O)O)N